(terphenylyl)(dimethylfluorenyl)(diphenylfluorenyl)amine C1(=C(C=CC=C1)N(C1=C(C(=CC=2C3=CC=CC=C3CC12)C1=CC=CC=C1)C1=CC=CC=C1)C1=C(C(=CC=2C3=CC=CC=C3CC12)C)C)C=1C(=CC=CC1)C1=CC=CC=C1